Dimethyl 4-vinylpyridine-2,6-dicarboxylate C(=C)C1=CC(=NC(=C1)C(=O)OC)C(=O)OC